C(C)(C)(C)C1N(CCN(C1)C=1C=CC=2N=CN=C(C2N1)NC1=C(C(=C(C=C1)OC1=CC2=C(N(N=N2)C)C=C1)C)F)C(=O)O.CN(CC(=O)O)C(CCCCCCCCCCC)=O N-methyl-N-(1-oxododecyl)glycine tert-butyl-4-[4-[2-fluoro-3-methyl-4-(1-methylbenzotriazol-5-yl)oxy-anilino]pyrido[3,2-d]pyrimidin-6-yl]piperazine-1-carboxylate